C(C=C)C=1C=CC(=C(C1)C1=NOC(=C1)CN1CCN(CC1)CC(=O)OCC)OC ethyl 2-(4-((3-(5-allyl-2-methoxyphenyl)isoxazole-5-yl)methyl)piperazine-1-yl)acetate